N[C@H](C1CCN(CC1)C(=O)C=1C=C2CCC(NC2=CC1)=O)C1=C(C=C(C(=C1)Cl)C)O 6-[4-[(R)-amino(5-chloro-2-hydroxy-4-methylphenyl)methyl]piperidine-1-carbonyl]-3,4-dihydro-1H-quinolin-2-one